1-(9,10-anthraquinone-2-yl) ethyl-imidazole-1-formate C(C)C=1N(C=CN1)C(=O)OC1=CC=2C(C3=CC=CC=C3C(C2C=C1)=O)=O